N-[2-(azetidin-1-yl)-2-oxo-ethyl]-5-[2,6-dichloro-4-[6-(difluoromethyl)-3,5-dioxo-1,2,4-triazin-2-yl]phenoxy]-2-[(4-methoxyphenyl)methoxy]benzenesulfonamide N1(CCC1)C(CNS(=O)(=O)C1=C(C=CC(=C1)OC1=C(C=C(C=C1Cl)N1N=C(C(NC1=O)=O)C(F)F)Cl)OCC1=CC=C(C=C1)OC)=O